CC1=NC(=NO1)C1=CC=C2C=CN=C(C2=C1)NCCN1C(C2=NC(=CC=C2C1)OCCC)=O 6-[2-[[7-(5-Methyl-1,2,4-oxadiazol-3-yl)-1-isoquinolyl]amino]ethyl]-2-propoxy-5H-pyrrolo[3,4-b]pyridin-7-one